C(C1=CC=CC=C1)OC=1C(=NC=CC1)COC1=C(C=C(C=C1)Cl)F (Benzyloxy)-2-((4-chloro-2-fluorophenoxy)methyl)pyridine